[Si](C)(C)(C(C)(C)C)OC[C@H](N)C1=CC=C(C=C1)F (R)-2-((tert-butyldimethylsilyl)oxy)-1-(4-fluorophenyl)ethan-1-amine